FC(S(=O)(=O)N1C(CCC1=O)=O)(F)F N-(trifluoromethanesulfonyl)succinimide